4,5α-epoxy-3-methoxy-17-methyl-6-morphinanone COC=1C=CC=2C[C@@H]3[C@@H]4CCC([C@H]5[C@@]4(C2C1O5)CCN3C)=O